3-propylbis(trimethylsiloxy)methylsilane CCC[SiH2]C(O[Si](C)(C)C)O[Si](C)(C)C